N-(2-cyclopropyl-3-(2,4-difluorophenyl)propyl)-5-oxo-4,5-dihydro-1,2,4-triazine-3-carboxamide C1(CC1)C(CNC(=O)C1=NN=CC(N1)=O)CC1=C(C=C(C=C1)F)F